C1=CC(=C(C=C1Cl)F)NC(=O)CCl 2-chloro-N-(4-chloro-2-fluorophenyl)acetamide